C(CCCCCCC\C=C/CCCCCCCC)(=O)OC[C@@H]([C@@H](C(=O)OCOC(=O)N1C(=NCC1)NC=1C(=C2N=CC=NC2=CC1)Br)CC)CC=1N(C=NC1)C (2R,3S)-4-[({2-[(5-bromoquinoxalin-6-yl)amino]-4,5-dihydroimidazol-1-yl}carbonyl-oxy)methoxy]-3-ethyl-2-[(3-methylimidazol-4-yl)methyl]-4-oxobutyl (9Z)-octadec-9-enoate